C(C)OC=1C=C(C=C(C1OCC)SC)CCN 2-(3,4-diethoxy-5-methylsulfanylphenyl)ethanamine